6,6'-bis[8-(1,3-benzothiazol-2-ylcarbamoyl)-3,4-dihydroisoquinolin-2(1H)-yl]-3,3'-bipyridine-2,2'-dicarboxylic acid S1C(=NC2=C1C=CC=C2)NC(=O)C=2C=CC=C1CCN(CC21)C2=CC=C(C(=N2)C(=O)O)C=2C(=NC(=CC2)N2CC1=C(C=CC=C1CC2)C(NC=2SC1=C(N2)C=CC=C1)=O)C(=O)O